2-azaspiro[3.3]heptan-5-ol hydrochloride Cl.C1NCC12C(CC2)O